CN1[C@H](CCC1)COC(N)=O Carbamic acid [(2R)-1-methylpyrrolidin-2-yl]Methyl ester